2-(4-(((1r,3r)-3-hydroxy-3-methylcyclobutyl)amino)pyrido[3,4-d]pyridazin-1-yl)-5-(trifluoromethoxy)phenol OC1(CC(C1)NC=1N=NC(=C2C1C=NC=C2)C2=C(C=C(C=C2)OC(F)(F)F)O)C